BrC1=CC=C(C=C1)SC=1C=C2C(=CNC2=CC1)C1CCN(CC1)C(CC)CC 5-(4-bromophenyl)thio-3-(1-(pent-3-yl)piperidin-4-yl)-1H-indole